12-decyl-3-ethyl-6-isopropyl-10-oxo-9,11-dioxa-3,6-diaza-heneicosane C(CCCCCCCCC)C(OC(OCCN(CCN(CC)CC)C(C)C)=O)CCCCCCCCC